2-(4-chlorophenoxy)quinoline-4-carbonitrile ClC1=CC=C(OC2=NC3=CC=CC=C3C(=C2)C#N)C=C1